4-Fluorobenzene-sulfonyl chloride FC1=CC=C(C=C1)S(=O)(=O)Cl